C1(CC1)C1=NN(C2=C1N(C(C(=C2)C)=O)C2=CC(=C(C=C2)S(=O)(=O)C)C)C2OCCCC2 3-cyclopropyl-6-methyl-4-(3-methyl-4-methanesulfonyl-phenyl)-1-tetrahydropyran-2-yl-pyrazolo[4,3-b]pyridin-5-one